N1(C=NC=C1)C1=CC=C(C=C1)NC=1SC=C(N1)C=1SC(=C(N1)C1=CC=CC=C1)C(C)C N-(4-(1H-imidazol-1-yl)phenyl)-5-isopropyl-4-phenyl-[2,4'-bithiazole]-2'-amine